1-(7-(6-chloro-8-fluoro-7-(2-fluoro-6-hydroxyphenyl)-2-((1-(pyrrolidin-1-ylmethyl)cyclopropyl)methoxy)quinazolin-4-yl)-2,7-diazaspiro[3.5]nonan-2-yl)prop-2-en-1-one ClC=1C=C2C(=NC(=NC2=C(C1C1=C(C=CC=C1O)F)F)OCC1(CC1)CN1CCCC1)N1CCC2(CN(C2)C(C=C)=O)CC1